[Si](C)(C)(C(C)(C)C)O[C@@H](CC(=O)OC)CC[C@]1(O[C@H](O[C@H]1\C=C\[C@@H]([C@@H](\C(=C\I)\C)O)C)C1=CC=CC=C1)C methyl (R)-3-((t-butyldimethylsilyl)oxy)-5-((2S,4R,5S)-5-((1E,3S,4S,5E)-4-hydroxy-6-iodo-3,5-dimethylhexa-1,5-dien-1-yl)-4-methyl-2-phenyl-1,3-dioxolan-4-yl)pentanoate